ClC1=C(C(=C(C(=C1F)F)F)F)F chloro-pentafluorobenzene